C(=O)=C(CNC(C1=CC=CC=C1)=O)CC N-(2-carbonylbutyl)-benzamide